C(CCCCCCC\C=C/C\C=C/C\C=C/CC)(=O)OCCCC(OC(NCCOCCN(C)C)=O)CCCOC(CCCCCCC\C=C/C\C=C/C\C=C/CC)=O 11-(3-{[(10Z,12Z,15Z)-1-oxooctadeca-9,12,15-trienyl] oxy} propyl)-2-methyl-9-oxo-2,8-diaza-5,10-dioxatetradecan-14-yl (10Z,12Z,15Z)-octadeca-9,12,15-trienoate